C(/C1=CC=CC=C1)=C(\C(=O)OC)/CCC1=CC=CC=C1 methyl (E)-2-benzylidene-4-phenylbutyrate